5-(bromomethyl)-1,3-dihydroisobenzofuran BrCC=1C=C2COCC2=CC1